FC([C@H](C1=CN(C2=CC(=C(C=C12)F)C=1C(=NC=C(C1)C)C(F)(F)F)CC(C)(C)C)NS(=O)(=O)C1CC1)F (S)-N-(2,2-difluoro-1-(5-fluoro-6-(5-methyl-2-(trifluoromethyl)pyridin-3-yl)-1-neopentyl-1H-indol-3-yl)ethyl)cyclopropanesulfonamide